ClC1=C(C=CC=C1)N1C(N=C(C2=C(C=C(C=C12)C1CC1)OC)NC1CC1)=O 1-(2-chlorophenyl)-7-cyclopropyl-4-(cyclopropylamino)-5-methoxy-quinazolin-2(1H)-one